NS(=NC(CC1=C(C=C(C=C1C(C)C)C1=CC2=C(OC(O2)(F)F)C=C1)C(C)C)=O)(=O)C=1SC(=CN1)C(C)(C)O N-(amino(5-(2-hydroxypropan-2-yl)thiazol-2-yl)(oxo)-λ6-sulfaneylidene)-2-(4-(2,2-difluorobenzo[d][1,3]dioxol-5-yl)-2,6-diisopropylphenyl)acetamide